1-[(4-tert-butylphenyl)-[2-[(4,4-difluorocyclohexyl)amino]-1-(5-fluoro-3-pyridyl)-2-oxo-ethyl]sulfamoyl]pyrrolidine-2-carboxamide C(C)(C)(C)C1=CC=C(C=C1)N(S(=O)(=O)N1C(CCC1)C(=O)N)C(C(=O)NC1CCC(CC1)(F)F)C=1C=NC=C(C1)F